tert-butyl (S)-((5-((1-(2-fluorophenyl)ethyl)amino)-6-methylpyridin-2-yl)sulfonyl)(thiazol-4-yl)carbamate FC1=C(C=CC=C1)[C@H](C)NC=1C=CC(=NC1C)S(=O)(=O)N(C(OC(C)(C)C)=O)C=1N=CSC1